C(C(C)C)N1CCC(CC1)C1=CN=C(S1)C1=NNC(=C1CC(F)(F)F)C=1C=C(C=2N(C1)N=CN2)C 5-(1-isobutylpiperidin-4-yl)-2-(5-(8-methyl-[1,2,4]triazolo[1,5-a]pyridin-6-yl)-4-(2,2,2-trifluoroethyl)-1H-pyrazol-3-yl)thiazole